FC1=C(N)C=CC(=C1B1OC(C(O1)(C)C)(C)C)F 2,4-difluoro-3-(4,4,5,5-tetramethyl-1,3,2-dioxaborolan-2-yl)aniline